COC=1C=C(CNCCC2=C(C=C(C(=C2)OC)Cl)OC)C=CC1 N-(3-methoxybenzyl)-1-(2,5-dimethoxy-4-chlorophenyl)-2-aminoethane